C(CCC)[Si](CCCC)CCCC (tri-n-butyl)silicon